6-(3,6-dichloro-2-pyridinyl)-2,2-difluoro-7-methyl-[1,3]dioxolo[4,5-f]benzimidazole ClC=1C(=NC(=CC1)Cl)C1=NC2=C(N1C)C=C1C(=C2)OC(O1)(F)F